tert-butyl ((2-(3-(methoxy(4-methyl-4H-1,2,4-triazol-3-yl)methyl)phenyl)-3-oxo-7-(trifluoromethyl)isoindolin-5-yl)methyl)(1-methyl-cyclobutyl)carbamate COC(C=1C=C(C=CC1)N1CC2=C(C=C(C=C2C1=O)CN(C(OC(C)(C)C)=O)C1(CCC1)C)C(F)(F)F)C1=NN=CN1C